C(C1=CC=CC=C1)OC(C(=C)C)=S.C(C1=CC=CC=C1)OC(C=C)=S.C(C=C)(=S)OC Methyl thioacrylate benzyl-thioacrylate benzyl-thiomethacrylate